tert-butylallyl (3-((4-(but-3-ene-1-yloxy)-5-chloropyrimidin-2-yl)amino)phenyl)carbamate C(CC=C)OC1=NC(=NC=C1Cl)NC=1C=C(C=CC1)NC(OCC=CC(C)(C)C)=O